3-(methylsulfonyl)propan-1-one CS(=O)(=O)CCC=O